N-((3S,4S)-3-((8-(cyclopropylmeth-oxy)-6-(2,6-dichloro-3,5-dimethoxy-phenyl)pyrido[3,4-d]pyrimidin-2-yl)amino)tetrahydro-2H-pyran-4-yl)acryl-amide C1(CC1)COC1=NC(=CC2=C1N=C(N=C2)N[C@@H]2COCC[C@@H]2NC(C=C)=O)C2=C(C(=CC(=C2Cl)OC)OC)Cl